C(CCCC)(=O)OCC(C)OC(CCCC)=O propylene glycol dipentanate